C(C)(C)C=1C(=NNC1C=1C=C(C=2N(C1)N=CN2)OC)C=2SC(=C(N2)C)N2[C@H](CN(CC2)C(CC)CC)C (S)-2-(4-isopropyl-5-(8-methoxy-[1,2,4]triazolo[1,5-a]pyridin-6-yl)-1H-pyrazol-3-yl)-4-methyl-5-(2-methyl-4-(pentan-3-yl)piperazin-1-yl)thiazole